COC1=NN(C=C1CN)C=1C=NC(=NC1)C(F)(F)F (3-methoxy-1-(2-(trifluoromethyl)pyrimidin-5-yl)-1H-pyrazol-4-yl)methylamine